3-[6-[(E)-but-2-enyl]-2-methyl-7-oxo-1H-pyrrolo[2,3-c]pyridin-4-yl]-4-methoxy-N-(pyrazin-2-ylmethyl)benzamide C(\C=C\C)N1C(C2=C(C(=C1)C=1C=C(C(=O)NCC3=NC=CN=C3)C=CC1OC)C=C(N2)C)=O